F[B-](F)(F)F.C1(CCCCC1)[PH+](C=1C=C(C=CC1)C1=CC=CC=C1)C1CCCCC1 dicyclohexyl-([1,1'-biphenyl]-3-yl)phosphonium tetrafluoroborate